C(C)(=O)O[C@@H]1[C@H](CO[C@@H]([C@@H]1OC)COC)OC 1,5-Anhydro-3-O-acetyl-2,4,6-tri-O-methyl-D-galactitol